1-methyl-4-(4-methyl-3-penten-1-yl)-3-Cyclohexene-1-carboxaldehyde CC1(CC=C(CC1)CCC=C(C)C)C=O